ClC1=CC=C(C=C1)C=1N=CN(C1C1=CC=NC=C1)CC(=O)N[C@H]1CN(CCC1)C 2-[4-(4-chlorophenyl)-5-(pyridin-4-yl)-1H-imidazol-1-yl]-N-[(3R)-1-methylpiperidin-3-yl]acetamide